(5-((1-ethylcyclopropyl)ethynyl)-3,4-dihydroquinolin-1(2H)-yl)-6-fluoro-[1,2,4]triazolo[4,3-a]quinazoline C(C)C1(CC1)C#CC1=C2CCCN(C2=CC=C1)C1=NN=C2N1C1=CC=CC(=C1C=N2)F